(R)-N-(2-(1-(3-chloro-4-((2,4-difluorophenyl)methoxy-d2)-5',6-dimethyl-2-carbonyl-2H-[1,4'-bipyridyl]-2'-yl)-1H-pyrazol-3-yl)propan-2-yl)acetamide ClC=1C(N(C(=CC1OC([2H])([2H])C1=C(C=C(C=C1)F)F)C)C1=CC(=NC=C1C)N1N=C(C=C1)C(C)(C)NC(C)=O)=C=O